1,3,5-trihydroxypentane methyl-2-((1r,4r)-4-(4-(3-cyano-4-(6-(4-(isopropylcarbamoyl)-4-methylpiperidin-1-yl)pyridin-3-yl)pyrazolo[1,5-a]pyridin-6-yl)-1H-pyrazol-1-yl)cyclohexyl)acetate COC(CC1CCC(CC1)N1N=CC(=C1)C=1C=C(C=2N(C1)N=CC2C#N)C=2C=NC(=CC2)N2CCC(CC2)(C)C(NC(C)C)=O)=O.OCCC(CCO)O